FC1=CC(=C(OCC2=C3C=NC=NC3=CC=C2)C=C1[N+](=O)[O-])OC 5-(4-fluoro-2-methoxy-5-nitrophenoxymethyl)quinazoline